N-(3-chloro-5-(7-((4-methoxybenzyl)(methyl)amino)-1,6-naphthyridin-3-yl)-4-methylphenyl)-4-(2-cyanopropan-2-yl)picolinamide ClC=1C=C(C=C(C1C)C=1C=NC2=CC(=NC=C2C1)N(C)CC1=CC=C(C=C1)OC)NC(C1=NC=CC(=C1)C(C)(C)C#N)=O